3-[4-[[(2R)-2-Amino-2-carboxy-ethyl]carbamoyl]phenyl]-1-sulfamoyl-pyrrole-2-carboxylic acid N[C@H](CNC(=O)C1=CC=C(C=C1)C1=C(N(C=C1)S(N)(=O)=O)C(=O)O)C(=O)O